2-Amino-N-[4-fluoro-5-[[(1S,2S)-2-fluorocyclopropyl]carbamoyl]-2-methylphenyl]-1,3-thiazole-5-carboxamide NC=1SC(=CN1)C(=O)NC1=C(C=C(C(=C1)C(N[C@@H]1[C@H](C1)F)=O)F)C